The molecule is a glycosylglucose consisting of galactose and glucose units linked through a 1-6 glycosidic linkage. It has a role as an Escherichia coli metabolite. C([C@@H]1[C@@H]([C@@H]([C@H]([C@@H](O1)OC[C@@H]2[C@H]([C@@H]([C@H](C(O2)O)O)O)O)O)O)O)O